[7-oxo-3-(4-methoxypyrazol-1-yl)-1,6-diazabicyclo[3.2.1]oct-3-en-6-yl]-sulfat O=C1N(C2C=C(CN1C2)N2N=CC(=C2)OC)OS(=O)(=O)[O-]